FC=1C=C(C=CC1)C1CN(CC1)C(=O)C1=C(OC=2N=CN=C(C21)NC2(CC2)C)C 5-[3-(3-fluorophenyl)pyrrolidine-1-carbonyl]-6-methyl-N-(1-methylcyclopropyl)furo[2,3-d]pyrimidin-4-amine